C1(CC1)CS(=O)(=O)C1=C(C=C(C=C1)C1=NC=CC2=C1C(=NN2)OC(F)F)C 4-[4-(cyclopropylmethanesulfonyl)-3-methyl-phenyl]-3-(difluoromethoxy)-1H-pyrazolo[4,3-c]pyridine